isopropyl ((1r,4r)-4-(5-(2-(N-(tert-butyl)sulfamoyl)-4-(3-(3-fluorobenzyl)ureido)phenyl)thiazol-2-yl)cyclohexyl)carbamate C(C)(C)(C)NS(=O)(=O)C1=C(C=CC(=C1)NC(=O)NCC1=CC(=CC=C1)F)C1=CN=C(S1)C1CCC(CC1)NC(OC(C)C)=O